Glycerol disodium phosphate salt P(=O)([O-])([O-])O.[Na+].[Na+].OCC(O)CO